benzyl (4-((4-((4-amino-2-butyl-1H-imidazo[4,5-d]thieno[3,2-b]pyridin-1-yl)methyl) benzyl)amino)butyl)carbamate NC1=C2C(=C3C(=N1)C=CS3)N(C(=N2)CCCC)CC2=CC=C(CNCCCCNC(OCC3=CC=CC=C3)=O)C=C2